ethyl 7-isopropyl-4-(3-methoxypropoxy)-11-oxo-2,6,7,11-tetrahydro-1H-furo[2,3-H]pyrido[2,1-a]isoquinoline-10-carboxylate C(C)(C)C1N2C(C=3C4=C(C(=CC3C1)OCCCOC)OCC4)=CC(C(=C2)C(=O)OCC)=O